[Si](C)(C)(C(C)(C)C)C#CC1=NC=C(C(=N1)C)B1OC(C(O1)(C)C)(C)C 2-((tert-Butyldimethylsilyl)ethynyl)-4-methyl-5-(4,4,5,5-tetramethyl-1,3,2-dioxaborolane-2-yl)pyrimidine